(3R)-6-[1-(1-Acetylpiperidin-4-yl)-1-hydroxyethyl]-3-(4-chlorophenyl)-2-[(5-chloropyrimidin-2-yl)methyl]-4-fluoro-3-(2-hydroxyethoxy)-2,3-dihydro-1H-isoindol-1-on C(C)(=O)N1CCC(CC1)C(C)(O)C1=CC(=C2[C@](N(C(C2=C1)=O)CC1=NC=C(C=N1)Cl)(OCCO)C1=CC=C(C=C1)Cl)F